5-({2-[5-Fluoro-6-(2,2,2-trifluoroethyl)quinazolin-4-yl]-2,7-diazaspiro[3.5]non-7-yl}methyl)-4-methyl-1-{(2S)-2-[4-(methylsulfonyl)piperazin-1-yl]propyl}-1H-indole-2-carbonitrile FC1=C2C(=NC=NC2=CC=C1CC(F)(F)F)N1CC2(C1)CCN(CC2)CC=2C(=C1C=C(N(C1=CC2)C[C@H](C)N2CCN(CC2)S(=O)(=O)C)C#N)C